Cl.N1C(C=CC2=CC=CC=C12)=O quinolone hydrochloride